N1(CCNCCC1)C(=O)O[C@H]1CC[C@@]2([C@H]3CC[C@@]4([C@H](CC[C@@]4([C@@H]3CC[C@@]2(C1)O)O)C=1C=CC(OC1)=O)C)C (3S,5S,8R,9S,10R,13R,14S,17R)-5,14-dihydroxy-10,13-dimethyl-17-(2-oxo-2H-pyran-5-yl)hexadecahydro-1H-cyclopenta[a]phenanthren-3-yl 1,4-diazepane-1-carboxylate